p-tert-butyl-phenyl glycidyl ether C(C1CO1)OC1=CC=C(C=C1)C(C)(C)C